6-(4-(6-chloro-5-fluoroindolin-1-yl)quinazolin-6-yl)-1,2,4-triazin-3-amine ClC1=C(C=C2CCN(C2=C1)C1=NC=NC2=CC=C(C=C12)C1=CN=C(N=N1)N)F